6-Hexyl-7-hydroxy-3-(2-phenyl-thiazol-4-yl)-chromen-2-one C(CCCCC)C=1C=C2C=C(C(OC2=CC1O)=O)C=1N=C(SC1)C1=CC=CC=C1